tert-butyl [3-({2-[(3R)-3-methylmorpholin-4-yl]-8-[1-(tetrahydro-2H-pyran-2-yl)-1H-pyrazol-5-yl]-1,7-naphthyridin-4-yl}oxy)propyl]carbamate C[C@H]1N(CCOC1)C1=NC2=C(N=CC=C2C(=C1)OCCCNC(OC(C)(C)C)=O)C1=CC=NN1C1OCCCC1